methyl 7-methyloxospiro[chromene-2,4'-piperidine]-8-carboxylate CC1=CC=C2C=CC3(CC(NCC3)=O)OC2=C1C(=O)OC